Cl.NC(CCS)(C)C 3-Amino-3-methyl-1-butanthiol-hydrochlorid